ClC=1C=C(C=CC1Cl)N1CC(CC1)C=1C=C(C(=O)O)C=CC1 3-(1-(3,4-dichlorophenyl)pyrrolidin-3-yl)benzoic acid